3,3'-bis(trifluoromethyl)-4,4'-dihydroxybiphenyl FC(C=1C=C(C=CC1O)C1=CC(=C(C=C1)O)C(F)(F)F)(F)F